ClC1=NC(=NC(=N1)Cl)NC1=CC(=NN1)C(C)C 4,6-dichloro-N-(3-isopropyl-1H-pyrazol-5-yl)-1,3,5-triazin-2-amine